ClC1=C(C(=O)OCC)C(=CC=N1)I ethyl 2-chloro-4-iodonicotinate